1,2-tetradecandiol C(C(CCCCCCCCCCCC)O)O